2-(2-benzoxazolyl)phenoxide O1C(=NC2=C1C=CC=C2)C2=C([O-])C=CC=C2